2-{[4-(3,3-difluoropyrrolidin-1-yl)-6-hexylquinolin-2-yl](methyl)amino}acetic acid FC1(CN(CC1)C1=CC(=NC2=CC=C(C=C12)CCCCCC)N(CC(=O)O)C)F